CC(=[Hf](C1=CC=CC=2C3=CC=CC=C3CC12)C1C=CC=C1)C1=CC=CC=C1 Methyl-(phenyl)methylene(cyclopentadienyl)(fluorenyl)hafnium